methyl 3-chloro-α-cyanocinnamate ClC=1C=C(C=C(C(=O)OC)C#N)C=CC1